(2E)-6-(4-chlorophenyl)-N-(4-chlorophenyl)sulfonyl-5-phenyl-4,5-dihydro-3H-pyridazine-2-carbaldehyde oxime chloride [Cl-].ClC1=CC=C(C=C1)C1C(CCN(N1S(=O)(=O)C1=CC=C(C=C1)Cl)C=NO)C1=CC=CC=C1